N-((1R,4r)-4-(2-(((R)-2-(6-Cyanopyridin-2-yl)-2-hydroxyethyl)amino)-2-methylpropyl)cyclohexyl)methanesulfonamide C(#N)C1=CC=CC(=N1)[C@@H](CNC(CC1CCC(CC1)NS(=O)(=O)C)(C)C)O